ClC=1C=NC=C(C1C(C)=O)F 1-(3-chloro-5-fluoropyridin-4-yl)ethan-1-one